C(C)N(CC)CCC N,N-diethyl-1-propylamine